(1S,4R)-7-(7-bromo-2-chloro-8-fluoro-6-(trifluoromethyl)quinazolin-4-yl)-N-(2-methoxyethyl)-7-azabicyclo[2.2.1]heptan-2-amine BrC1=C(C=C2C(=NC(=NC2=C1F)Cl)N1[C@@H]2C(C[C@H]1CC2)NCCOC)C(F)(F)F